(3R)-7-((2S,5R)-4-acryloyl-2,5-dimethylpiperazin-1-yl)-9-chloro-10-(2,4-difluorophenyl)-3-(3-(4-methylpiperazin-1-yl)propyl)-2,3-dihydro-5H-[1,4]oxazino[2,3,4-ij]quinazolin-5-one C(C=C)(=O)N1C[C@@H](N(C[C@H]1C)C1=NC(N2C3=C(C(=C(C=C13)Cl)C1=C(C=C(C=C1)F)F)OC[C@H]2CCCN2CCN(CC2)C)=O)C